NC(CCCCC(N)(C)N)(N)C 1,6-diamino-1,6-dimethyl-1,6-diaminohexane